1,4-bis(3,4-dimethoxyphenyl)butane COC=1C=C(C=CC1OC)CCCCC1=CC(=C(C=C1)OC)OC